C(CCCCCCCCCCC)(=O)O.C(CCCCCCCCCCC)(=O)O.C(CCC)[Zn]CCCC dibutylzinc dilaurate